COC1=CC(=NC=C1)NC 4-methoxy-N-methylpyridin-2-amine